6-(2-fluorophenoxy)-N-(3-(hydroxymethyl)-2-oxopyrrolidin-3-yl)-2-methylindolizine-3-carboxamide FC1=C(OC2=CN3C(=C(C=C3C=C2)C)C(=O)NC2(C(NCC2)=O)CO)C=CC=C1